N-((1r,4r)-4-(3-chloro-4-cyanophenoxy)cyclohexyl)-6-(3-((2-(2,6-dioxopiperidin-3-yl)-6-fluoro-1-oxoisoindolin-5-yl)methyl)-3,6-diazabicyclo[3.1.1]heptan-6-yl)pyridazine-3-carboxamide ClC=1C=C(OC2CCC(CC2)NC(=O)C=2N=NC(=CC2)N2C3CN(CC2C3)CC=3C=C2CN(C(C2=CC3F)=O)C3C(NC(CC3)=O)=O)C=CC1C#N